5-phthalideformamide ISOAMYL-ACETATE (3-methylbutyl-acetate) CC(CCCC(=O)O)C.C(CC(C)C)CC(=O)O.C1(=O)OCC2=CC(=CC=C12)C(=O)N